ClC=1C=CC(=C(C1)C1=CC(N(C=C1F)C(CC=1C=NN(C1)C)C1=NC2=C(N1)C=CC(=C2)C(=O)O)=O)N2N=NN=C2 2-(1-(4-(5-chloro-2-(1H-tetrazol-1-yl)phenyl)-5-fluoro-2-oxopyridin-1(2H)-yl)-2-(1-methyl-1H-pyrazol-4-yl)ethyl)-1H-benzo[d]imidazole-5-carboxylic acid